Cyclobut-1-en-1-yl(3-(4-(hydroxymethyl)-1-(4-(trifluoromethoxy)phenyl)-1H-pyrazolo[3,4-b]pyridin-3-yl)azetidin-1-yl)methanone C1(=CCC1)C(=O)N1CC(C1)C1=NN(C2=NC=CC(=C21)CO)C2=CC=C(C=C2)OC(F)(F)F